N-(2,4-difluoro-3-(2-isobutoxypropionamido)phenyl)benzamide FC1=C(C=CC(=C1NC(C(C)OCC(C)C)=O)F)NC(C1=CC=CC=C1)=O